C(\C=C\C(=O)O)(=O)O.BrC=1C=C2C(=NC1)NC=C2CCN(C)CC 2-(5-bromo-1H-pyrrolo[2,3-b]pyridin-3-yl)-N-ethyl-N-methylethan-1-amine fumarate salt